N-(2-hydroxyethyl)-2-(4-formylstyryl)pyridinium OCC[N+]1=C(C=CC=C1)C=CC1=CC=C(C=C1)C=O